stearyl-carbamat C(CCCCCCCCCCCCCCCCC)NC([O-])=O